CCOP(=S)(OC1=CN=C(N=C1)C(C)(C)C)OC(C)C The molecule is an organic thiophosphate and an organothiophosphate insecticide. It has a role as an EC 3.1.1.7 (acetylcholinesterase) inhibitor. It derives from a 2-tert-butylpyrimidin-5-ol.